2-(3-hydroxypiperidin-1-yl)acetic acid OC1CN(CCC1)CC(=O)O